N-(5-((6-((R)-3-(2,3-dichlorophenyl)isoxazolidine-2-yl)pyrimidine-4-yl)amino)-4-methoxy-2-(4-morpholino-[1,4'-bipiperidine]-1'-yl)phenyl)acrylamide ClC1=C(C=CC=C1Cl)[C@@H]1N(OCC1)C1=CC(=NC=N1)NC=1C(=CC(=C(C1)NC(C=C)=O)N1CCC(CC1)N1CCC(CC1)N1CCOCC1)OC